3-amino-4-[7-fluoro-2-(oxan-2-yl)indazol-4-yl]-2-[(4-methoxyphenyl)methoxy]-1,7-phenanthrolin-6-ol NC=1C(=NC2=C3C=CC=NC3=C(C=C2C1C=1C2=CN(N=C2C(=CC1)F)C1OCCCC1)O)OCC1=CC=C(C=C1)OC